7-bromo-1H-indole-4-carbaldehyde BrC1=CC=C(C=2C=CNC12)C=O